(2S)-2-{[(4-methoxyphenyl)methyl]amino}-5,5-dimethylhexanoic acid COC1=CC=C(C=C1)CN[C@H](C(=O)O)CCC(C)(C)C